OC1=C(C=CC(=C1O)O)C(=O)C1=CC=C(C=C1)CC (4-ethylphenyl) (2,3,4-trihydroxyphenyl) ketone